2-[1-(1,3-benzoxazol-2-yl)piperidin-4-yl]-6-(3,5-dimethylpyrazol-1-yl)pyridazin-3-one O1C(=NC2=C1C=CC=C2)N2CCC(CC2)N2N=C(C=CC2=O)N2N=C(C=C2C)C